C(C)C1=NN(C2=C1C(NCC1(CCOCC1)C2)=O)C[C@H](COC(C2=CC(=CC(=C2)C(F)(F)F)Cl)=O)C 3-Chloro-5-(trifluoromethyl)benzoic acid [(2R)-3-(3-ethyl-4-oxo-spiro[6,8-dihydro-5H-pyrazolo[4,3-c]azepin-7,4'-tetrahydropyran]-1-yl)-2-methyl-propyl] ester